C(C)(=O)N[C@@H](C(C)(C)S)C(=O)O acetylpenicillamine